N[C@@H](CC(=O)OCC)C1=CC(=CC=C1)C1=NC=CN=C1 ethyl (S)-3-amino-3-(3-(pyrazin-2-yl)phenyl)propanoate